ClC1=CC=C(C=C1)C1(N(C(C2=CC(=CC=C12)C(=C)C)=O)CC1=NC=C(C=C1)Cl)OCC1(COC1)C 3-(4-chlorophenyl)-2-[(5-chloropyridin-2-yl)methyl]-3-[(3-methyloxetan-3-yl)methoxy]-6-(prop-1-en-2-yl)-2,3-dihydro-1H-isoindol-1-one